O1N=CC(=C1)CN=S(=O)(C1=C(N=C2N1C=C(C=C2)C2=NOC(=N2)C(F)(F)F)C)C ((isoxazol-4-ylmethyl)imino)(methyl)(2-methyl-6-(5-(trifluoromethyl)-1,2,4-oxadiazol-3-yl)imidazo[1,2-a]pyridin-3-yl)-λ6-sulfanone